2-methoxy-4-{[(E)-8-methylnon-6-enamido]methyl}phenyl L-isoleucinate N[C@@H]([C@@H](C)CC)C(=O)OC1=C(C=C(C=C1)CNC(CCCC\C=C\C(C)C)=O)OC